C(=O)O.N1(CCC=CC1)C=1C2=C(N=C(N1)OC(C)C1N(CCC1)C)C(=C(N=C2C)C2=CC(=CC1=CC=C(C(=C21)C#C)F)O)F 4-(4-(3,6-dihydropyridin-1(2H)-yl)-8-fluoro-5-methyl-2-(1-(1-methylpyrrolidin-2-yl)ethoxy)pyrido[4,3-d]pyrimidin-7-yl)-5-ethynyl-6-fluoronaphthalene-2-ol formate salt